(E)-4-{tert-butoxycarbonyl-[4-(3-chloro-10,11-dihydro-5H-dibenzo[b,f]azepin-5-yl)butylamino]}-N-phenoxy-but-2-enamide C(C)(C)(C)OC(=O)N(C/C=C/C(=O)NOC1=CC=CC=C1)CCCCN1C2=C(CCC3=C1C=CC=C3)C=CC(=C2)Cl